2-chloro-N-(4-fluorophenyl)-N-isopropyl-acetamide ClCC(=O)N(C(C)C)C1=CC=C(C=C1)F